NC=1SC2=C(N1)CCCC2(C2=CC=CC=C2)NC=O N-(2-amino-7-phenyl-4,5,6,7-tetrahydrobenzothiazol-7-yl)carboxamide